FC1=C(C(=CC=C1)F)S(=O)(=O)NC=1C(=NC=C(C1)C=1C=C2C(=NC=NC2=CC1)C1CCN(CC1)C(\C=C\C(C)=O)=O)OC (E)-2,6-difluoro-N-(2-methoxy-5-(4-(1-(4-oxopent-2-enoyl)piperidin-4-yl)quinazolin-6-yl)pyridin-3-yl)benzenesulfonamide